Racemic-1-(4-chloro-2-methoxyphenyl)-3-(isoquinolin-4-yl)-2-oxoimidazoline-4-carbonitrile ClC1=CC(=C(C=C1)N1C(N([C@H](C1)C#N)C1=CN=CC2=CC=CC=C12)=O)OC |r|